(S)-Methyl 2-(4-amino-3,4-dihydro-2H-pyrano[2,3-b]pyridin-4-yl)acetate N[C@@]1(CCOC2=NC=CC=C21)CC(=O)OC